C1C2=CC=CC=C2OC(=O)C1=O ketocoumarin